ethoxy-1-[[2'-(1H-tetrazol-5-yl)[1,1'-biphenyl]-4-yl]methyl]-1H-benzimidazole-7-carboxylic acid C(C)OC1=NC2=C(N1CC1=CC=C(C=C1)C1=C(C=CC=C1)C1=NN=NN1)C(=CC=C2)C(=O)O